2-(morpholinomethyl)-6,12-dioxo-6,12-dihydroindolo[2,1-b]quinazoline-8-carbonitrile O1CCN(CC1)CC=1C=C2C(N3C(=NC2=CC1)C(C1=CC(=CC=C13)C#N)=O)=O